N-(3-(1-benzyl-1H-benzo[d]imidazol-6-yl)-1H-pyrazol-5-yl)-4-(2-methoxyethoxy)benzamide (6-methyl-1-(tetrahydro-2H-pyran-2-yl)-1H-indazol-4-yl)carbamate CC1=CC(=C2C=NN(C2=C1)C1OCCCC1)NC(O)=O.C(C1=CC=CC=C1)N1C=NC2=C1C=C(C=C2)C2=NNC(=C2)NC(C2=CC=C(C=C2)OCCOC)=O